5-[4-Fluoro-2-(trifluoromethyl)phenoxy]-1,2,3,4-tetrahydro-2,6-naphthyridine FC1=CC(=C(OC2=C3CCNCC3=CC=N2)C=C1)C(F)(F)F